N,N-diethylpropanamide C(C)N(C(CC)=O)CC